C(C)OC(C(C(=O)OCC)(CC(C)C)CC=C(C)Cl)=O 2-(3-chloro-2-butenyl)-2-isobutyl-malonic acid diethyl ester